CC(CCCCCCC)OCCO 2-[(1-methyloctyl)oxy]ethanol